tin-tungsten-copper-zinc [Zn].[Cu].[W].[Sn]